BrCCC1=C(C=C(C#N)C=C1)F 4-(2-bromoethyl)-3-fluorobenzonitrile